C=12OC(=C3C=CC=CC13)O2 epoxyisobenzofuran